FC1=C(C=C2C(=N1)CC1(CCNCC1)C2)C(=O)N 2-fluoro-5,7-dihydrospiro[cyclopenta[b]pyridine-6,4'-piperidine]-3-carboxamide